4,5,7',9'-tetrahydro-2H,5'H-spiro[furan-3,2'-[1,6]methanopyrido[1,2-b][1,2,5]triazonine]-10'-carboxamide N12N3C(CN(CC=CC14COCC4)C2)=CCC(=C3)C(=O)N